FC1=CC2=C(N=C(O2)N2CC3=CC=C(C(=C3C[C@H]2C(=O)O)OCC2=NC=CC=C2)OC)C=C1 (S)-2-(6-fluorobenzo[d]oxazol-2-yl)-6-methoxy-5-(pyridin-2-ylmethoxy)-1,2,3,4-tetrahydroisoquinoline-3-carboxylic acid